OCCOC(C=C)=O Hydroxyethylacrylat